N1CC2(C=3C1=NC=C(C3)C=3C(=C(C(=O)N1[C@H](CCC1)C#N)C=CC3)F)CC2 (R)-1-(3-(1',2'-dihydrospiro[cyclopropane-1,3'-pyrrolo[2,3-b]pyridin]-5'-yl)-2-fluorobenzoyl)pyrrolidine-2-carbonitrile